CN1N=CC(=C1)C1=CC=2N(C(=C1)C=1C=NC(=CC1)N1CCN(CC1)C(CC1=NC=C(C=C1)C)=O)C(=CN2)C#N 7-(1-methyl-1H-pyrazol-4-yl)-5-(6-(4-(2-(5-methylpyridin-2-yl)acetyl)piperazin-1-yl)pyridin-3-yl)imidazo[1,2-a]pyridine-3-carbonitrile